Cl.NC=1C(=C(OC2=CC=NC=3NC(C=NC32)=O)C=CC1)F 8-(3-amino-2-fluoro-phenoxy)-4H-pyrido[2,3-b]pyrazin-3-one hydrochloride